tert-butyl (3aS,8aR)-2-oxo-3a,4,6,7,8,8a-hexahydro-3H-oxazolo[4,5-c]azepine-5-carboxylate O=C1O[C@H]2[C@H](CN(CCC2)C(=O)OC(C)(C)C)N1